CN(CCOC1=CC=C(NC=2N=CC3=C(N2)N(C(C(=C3)N3CCNC2=C(C=CC=C32)C)=O)C3CC(C3)(C)O)C=C1)C 2-[4-[2-(dimethylamino)ethoxy]anilino]-8-((1s,3s)-3-hydroxy-3-methyl-cyclobutyl)-6-(5-methyl-3,4-dihydro-2H-quinoxalin-1-yl)pyrido[2,3-d]pyrimidin-7-one